FC(C1=CC=C(C=N1)C=1C=C(C(N(N1)C=1C=NC=CC1)=O)C(=O)N[C@H]1[C@@H](CCC1)O)F 6-[6-(difluoromethyl)pyridin-3-yl]-N-[(trans)-2-hydroxycyclopentyl]-3-oxo-2-(pyridin-3-yl)-2,3-dihydropyridazine-4-carboxamide